2-(4'-Methoxybiphenyl-4-yl)-1H-pyrrolo[2,3-c]pyridine-1-carboxylic acid tert-butyl ester C(C)(C)(C)OC(=O)N1C(=CC=2C1=CN=CC2)C2=CC=C(C=C2)C2=CC=C(C=C2)OC